1-tert-butyl 4-methyl 4-[(3-Bromopyridin-2-yl)methyl]piperidine-1,4-dicarboxylate BrC=1C(=NC=CC1)CC1(CCN(CC1)C(=O)OC(C)(C)C)C(=O)OC